C(CCC)N[C@H]1[C@H](CC)[C@]2(CC[C@@H]3[C@]4(CCCCC4=CC[C@H]3[C@@H]2C1)C)C 16α-butylamino-pregna-5-en